tert-butyl 9-((methylamino)methyl)-3-azaspiro[5.5]undecan-3-carboxylate CNCC1CCC2(CCN(CC2)C(=O)OC(C)(C)C)CC1